ClC=1C=C2CCC(C2=CC1)=CC#N 2-(5-chloro-2,3-dihydro-1H-indene-1-ylidene)acetonitrile